BrC1=CC=C2N=CC=3N(C2=C1)C(=NN3)CN3C(COCC3)=O ((8-bromo-[1,2,4]triazolo[4,3-a]quinoxalin-1-yl)methyl)morpholinone